FC=1C=C(CNC(=O)C23CC(C2)(C3)CO)C=C(C1)F N-(3,5-difluorobenzyl)-3-(hydroxymethyl)bicyclo-[1.1.1]pentane-1-carboxamide